OC[C@H](C1=CC=CC=C1)NC1=NC(=NC=C1C=1OC(=NN1)C=1C=NC=CC1)NC1=CC=C2C(=N1)C(NC2=O)C 2-((4-(((S)-2-hydroxy-1-phenylethyl)amino)-5-(5-(pyridin-3-yl)-1,3,4-oxadiazol-2-yl)pyrimidin-2-yl)amino)-7-methyl-6,7-dihydro-5H-pyrrolo[3,4-b]pyridin-5-one